C1OCC12CN(C2)C2=NC=CC(=N2)COC2=CC=C(C=C2)C2(CCCC2)C2=CC=C(OC1CC(C1)NC=1C=C3C(N(C(C3=CC1)=O)C1C(NC(CC1)=O)=O)=O)C=C2 5-(((1s,3s)-3-(4-(1-(4-((2-(2-oxa-6-azaspiro[3.3]heptan-6-yl)pyrimidin-4-yl)methoxy)phenyl)cyclopentyl)phenoxy)cyclobutyl)amino)-2-(2,6-dioxopiperidin-3-yl)isoindoline-1,3-dione